beta-pentenoic acid C(CC=CC)(=O)O